C(#N)C=1C(=NC(=NC1)NC1=C(C=C(C=C1)N1CCC(CC1)N(CCCS(=O)(=O)C)C)NC(C=C)=O)NC1=C(C=CC=C1)OC(C)C N-(2-((5-cyano-4-((2-isopropoxyphenyl)amino)pyrimidin-2-yl)amino)-5-(4-(methyl(3-(methylsulfonyl)propyl)amino)piperidin-1-yl)phenyl)acrylamide